tetramethylphosphonium hexafluorophosphate F[P-](F)(F)(F)(F)F.C[P+](C)(C)C